4-(5-fluoro-4-(1-fluoroethyl)pyridin-3-yl)-2-(fluoromethyl)-5-oxo-1,4,5,7-tetrahydrofurano[3,4-b]pyridine-3-carboxylic acid methyl ester COC(=O)C=1C(C2=C(NC1CF)COC2=O)C=2C=NC=C(C2C(C)F)F